C(C)OC(=O)C=1C2=C(N(N1)C1=CC=C(C=C1)CN1CCOCC1)C=1C(=CC=CC1S(C2)(=O)=O)C 9-methyl-1-(4-(morpholinylmethyl)phenyl)-1,4-dihydrothiochromeno[4,3-c]pyrazole-3-carboxylic acid ethyl ester 5,5-dioxide